d-2,2,3,3,4,4,5,5-octafluoropentyl acrylate C(C=C)(=O)OCC(C(C(C(F)F)(F)F)(F)F)(F)F